COC(/N=C\1/N(C2=C(C=NC=3C=CC(=CC23)C2=CC(=CC=C2)F)N1C)C1=C(C=C(C(=C1)C#N)N1CCN(CC1)C)C)=O (E)-(1-(5-cyano-2-methyl-4-(4-methylpiperazin-1-yl)phenyl)-8-(3-fluorophenyl)-3-methyl-1,3-dihydro-2H-imidazo[4,5-c]quinolin-2-ylidene)carbamic acid methyl ester